(R)-5-(hydroxy(4-isopropylphenyl)(3-methylazetidin-3-yl)methyl)nicotinic acid, hydrochloride salt Cl.O[C@@](C=1C=NC=C(C(=O)O)C1)(C1(CNC1)C)C1=CC=C(C=C1)C(C)C